ClC1=NC(=NC(=C1OC)N1CCOCC1)CC(C)(O)C [4-chloro-5-methoxy-6-(morpholin-4-yl)pyrimidin-2-yl]-2-methylpropan-2-ol